BrC1=NN(C(=C1)P(C1CC1)(C1CC1)=O)COC (3-bromo-1-(methoxymethyl)-1H-pyrazol-5-yl)dicyclopropylphosphine oxide